BrC1=NC(=NC=C1)N1C[C@H](OCC1)C (R)-4-(4-bromopyrimidin-2-yl)-2-methylmorpholine